6-tert-butyl-3-chloromethyl-2,4-dimethylphenol C(C)(C)(C)C1=CC(=C(C(=C1O)C)CCl)C